ClC1=NC2=CC=CC=C2C(=C1N)NCC1=C(C=CC=C1)CN1CCCC1 2-chloro-N4-(2-(pyrrolidin-1-ylmethyl)benzyl)quinoline-3,4-diamine